1-amino-2-methylpropan-1,1-d2-2-ol HCl Cl.NC(C(C)(O)C)([2H])[2H]